C12CN(CC(CC1)O2)C2=CC(=C(C=N2)C#N)N2C1COCC2CC1 6-(8-oxa-3-azabicyclo[3.2.1]oct-3-yl)-4-(3-oxa-8-azabicyclo[3.2.1]oct-8-yl)pyridine-3-carbonitrile